C(CCCC)OC1=C(C(=O)NN)C=C(C(=C1)C(=O)NN)OCCCCC 2,5-bis(pentyloxy)terephthalohydrazide